tert-butyl (2-(2-chloro-4-nitrophenethoxy)ethyl)(methyl)carbamate ClC1=C(CCOCCN(C(OC(C)(C)C)=O)C)C=CC(=C1)[N+](=O)[O-]